OC(CN(CCCC(=O)OCCN1CCN(CC1)CCSSCCCN(CC(CCCCCCCCCCCC)O)CC(CCCCCCCCCCCC)O)CC(CCCCCC\C=C/CCCCCCCC)O)CCCCCC\C=C/CCCCCCCC 2-(4-(2-((3-(Bis(2-hydroxytetradecyl)amino)propyl)disulfaneyl)ethyl)piperazin-1-yl)ethyl 4-(bis((Z)-2-hydroxyoctadec-9-en-1-yl)amino)butanoate